tert-Butyl 2-(2-(2-carbamoylpyridin-4-yl)-4-fluoro-6-isopropylphenyl)acetate C(N)(=O)C1=NC=CC(=C1)C1=C(C(=CC(=C1)F)C(C)C)CC(=O)OC(C)(C)C